C1(CC1)[C@](C(F)(F)C=1C(=C(C=CC1)[C@@H](C)NC(OC(C)(C)C)=O)F)(C#C)O |o1:3| tert-butyl [(1R)-1-{3-[(2R or S)-2-cyclopropyl-1,1-difluoro-2-hydroxybut-3-yn-1-yl]-2-fluorophenyl}ethyl]carbamate